2-Methyl-3-phenyl-but-2-enoic acid (1-naphthalen-2-ylethyl)-amide C1=C(C=CC2=CC=CC=C12)C(C)NC(C(=C(C)C1=CC=CC=C1)C)=O